5-((2-methoxybenzyl)oxy)-2-methyl-N-(2-oxopyrrolidin-3-yl)benzofuran-3-carboxamide COC1=C(COC=2C=CC3=C(C(=C(O3)C)C(=O)NC3C(NCC3)=O)C2)C=CC=C1